C(C)(C)(C)OC(=O)N(CCCCCCCCCCC[N+](CCCS(=O)(=O)[O-])(C)C)C.C(C)(C)(C)C=1C(=C(C=C(C1)C)CC1=C(C(=CC(=C1)C)C(C)(C)C)O)O bis[3-t-butyl-2-hydroxy-5-methylphenyl]methane 3-((11-((tert-butoxycarbonyl)(methyl)amino)undecyl)dimethylammonio)propane-1-sulfonate